Diaminobutyrylbenzylamide diacetate C(C)(=O)[O-].C(C)(=O)[O-].NC(CCC(=O)[N-]CC1=CC=CC=C1)N